COC=1N=C2C(=CC=NC2=CC1OC)OC1=C(C=C(C=C1)NC(=O)C=1C=NC(=C(C1O)C1=CC=C(C=C1)F)CC)F N-[4-[(6,7-Dimethoxy-1,5-naphthyridin-4-yl)oxy]-3-fluorophenyl]-6-ethyl-5-(4-fluorophenyl)-4-hydroxypyridine-3-carboxamide